COCC1(CC1)C(=O)NC1=CNC2=CC=C(C=C12)CCOC1=CC=C(C=C1)C(F)(F)F 1-(methoxymethyl)-N-(5-(2-(4-(trifluoromethyl)phenoxy)ethyl)-1H-indol-3-yl)cyclopropanecarboxamide